tert-Butyl 5-{[(4R)-1-{[1-(4-{[(benzyloxy)carbonyl]amino}phenyl)-4,4-difluorocyclohexyl]carbonyl}-4-fluoro-D-prolyl]amino}-1H-pyrazolo[4,3-b]pyridine-1-carboxylate C(C1=CC=CC=C1)OC(=O)NC1=CC=C(C=C1)C1(CCC(CC1)(F)F)C(=O)N1[C@H](C[C@H](C1)F)C(=O)NC1=CC=C2C(=N1)C=NN2C(=O)OC(C)(C)C